C(C#C)OC1=CC(=C(C=C1)OC)OC 3,4-dimethoxyphenyl propargyl ether